3,3'-diaminobiphenyl-diamine NC1(C(C(=CC=C1)C1=CC(=CC=C1)N)N)N